samarium Mono-aluminum trioxide [O-2].[O-2].[O-2].[Al+3].[Sm+3]